4-methylbicyclo[2.2.2]oct-2-ene CC12C=CC(CC1)CC2